C[C@@H](CC=O)CCC=C(C)C (R)-3,7-Dimethyl-6-octen-1-al